C1(=CC=CC=C1)N1CCN(CC1)CC(=O)O 2-(4-phenylpiperazin-1-yl)acetic acid